C(C)(C)(C)OC(=O)N1CC2(CC2)/C(/C(C1)=C=O)=C/N(C)C (Z)-8-((dimethylamino)methylene)-7-carbonyl-5-azaspiro[2.5]octane-5-carboxylic acid tert-butyl ester